BrC=1C=C(C=CC1)C1=NC2=CC(=CC=C2C(=C1)C(=O)O)C(F)(F)F 2-(3-bromophenyl)-7-(trifluoromethyl)quinoline-4-carboxylic acid